[1-[3-(methylcarbamoyl)-7-(trifluoromethyl) thieno[3,2-b]pyridin-5-yl]-4-piperidinyl] 6-hydroxy-8-oxa-2-azaspiro[3.4]octane-2-carboxylate OC1CC2(CN(C2)C(=O)OC2CCN(CC2)C2=CC(=C3C(=N2)C(=CS3)C(NC)=O)C(F)(F)F)OC1